(1S,2R)-1-[4-[4-(dimethoxymethyl)-1-piperidyl]phenyl]-2-[3-(trifluoromethoxy)phenyl]tetralin-6-ol COC(C1CCN(CC1)C1=CC=C(C=C1)[C@@H]1[C@@H](CCC2=CC(=CC=C12)O)C1=CC(=CC=C1)OC(F)(F)F)OC